C12(CC3CC(CC(C1)C3)C2)C2N(CCC2)C2=C(C#N)C(=CC=C2)Br 2-(2-adamantan-1-yl-pyrrolidin-1-yl)-6-bromo-benzonitrile